C(C)C=1C(=CC2=C(N(C(N2)=O)C2CCC(CC2)NC2COC2)C1)C=1C=C(C=2N(C1)N=CN2)OC 6-Ethyl-5-(8-methoxy-[1,2,4]triazolo[1,5-a]pyridin-6-yl)-1-((1S,4S)-4-(oxetan-3-ylamino)cyclohexyl)-1,3-dihydro-2H-benzo[d]imidazol-2-on